3-(7-(2-(Cycloheptylamino)-2-oxoethoxy)naphthalen-2-yl)-3-(4-methoxyphenyl)propanoic acid C1(CCCCCC1)NC(COC1=CC=C2C=CC(=CC2=C1)C(CC(=O)O)C1=CC=C(C=C1)OC)=O